ClC=1C=CC=2N(C1)N=CC2S(=O)(=O)NC=2C(=NC(=C(C2)F)OCC(F)F)OC 6-chloro-N-(6-(2,2-difluoroethoxy)-5-fluoro-2-methoxypyridin-3-yl)pyrazolo[1,5-a]pyridine-3-sulfonamide